C(C)[C@@H]1N(C[C@H](N(C1)C(C)C1=CC2=C(N=C(S2)C)C=C1)CC)C=1C=2C(N(C(C1)=O)C)=CN(N2)CC#N 2-(7-((2S,5R)-2,5-diethyl-4-(1-(2-methylbenzo[d]thiazol-6-yl)ethyl)piperazin-1-yl)-4-methyl-5-oxo-4,5-dihydro-2H-pyrazolo[4,3-b]pyridin-2-yl)acetonitrile